4,4'-dihydroxymethyl-2,2'-bipyridine OCC1=CC(=NC=C1)C1=NC=CC(=C1)CO